1-ethyl-1H-1,2,3-triazol-5-yl-carbamate C(C)N1N=NC=C1NC([O-])=O